7-fluoro-2-(2-hydroxybutane-2-yl)-3,3-dimethyl-3H-indole FC=1C=CC=C2C(C(=NC12)C(C)(CC)O)(C)C